FC1=CC=C2C=C(C=C(C2=C1C#C[Si](C(C)C)(C(C)C)C(C)C)O)OCOC 7-fluoro-3-(methoxymethoxy)-8-(2-triisopropylsilylethynyl)naphthalene-1-ol